(S)-3,4-dimethyl-8-(5-(trifluoromethyl)-1,2,4-oxadiazol-3-yl)-2,3,4,5-tetrahydrobenzo[f][1,4]oxazepine C[C@H]1COC2=C(CN1C)C=CC(=C2)C2=NOC(=N2)C(F)(F)F